Methyl-2-(methylamino)benzoate COC(C1=C(C=CC=C1)NC)=O